FC=1C=C(OC2=CC=C3CCN(CC3=C2)C(CNC(C=C)=O)=O)C=CC1C(F)(F)F N-(2-(7-(3-fluoro-4-(trifluoromethyl)phenoxy)-3,4-dihydroisoquinolin-2(1H)-yl)-2-oxoeth-yl)acrylamide